3-(2-aminoethyl)-1H-indol-5-ol hydrochloride Cl.NCCC1=CNC2=CC=C(C=C12)O